ethyl (S)-3-(4-fluorobiphenyl-3-yl)-3-(3-(4-hydroxy-1,5-dimethyl-2-oxo-1,2-dihydro pyridin-3-yl)ureido)propanoate FC1=C(C=C(C=C1)C1=CC=CC=C1)[C@H](CC(=O)OCC)NC(=O)NC=1C(N(C=C(C1O)C)C)=O